(racemic)-4-(3-chloro-4-(9-(2-methoxybenzyl)-6-(1-methylcyclopropoxy)-9H-purin-8-yl)phenoxy)-2-methylbutanoic acid ClC=1C=C(OCC[C@H](C(=O)O)C)C=CC1C=1N(C2=NC=NC(=C2N1)OC1(CC1)C)CC1=C(C=CC=C1)OC |r|